C(C)(C)(C)OC(=O)N(C=1C=C2C=NN(C2=CC1)C(=O)OC(C)(C)C)C1=NC(=NC=C1C)C1=CC(=CC=C1)OCC(=O)NC1CC1 tert-butyl 5-((tert-butoxycarbonyl)(2-(3-(2-(cyclopropylamino)-2-oxoethoxy)phenyl)-5-methylpyrimidin-4-yl)amino)-1H-indazole-1-carboxylate